ClC1=C(C=2N=C(N=C3C2C(=N1)OCCN3[C@H](C)C=3C(=NC=NC3)NCC3=CC=C(C=C3)OC)S(=O)(=O)C)F (R)-5-(1-(5-chloro-4-fluoro-2-(methylsulfonyl)-8,9-dihydro-10H-7-oxa-1,3,6,10-tetraazacyclohepta[de]naphthalen-10-yl)ethyl)-N-(4-methoxybenzyl)pyrimidin-4-amine